1-((4-(trifluoromethyl)phenyl)sulfonyl)piperidin-4-one FC(C1=CC=C(C=C1)S(=O)(=O)N1CCC(CC1)=O)(F)F